3,3'-divinyl-1,1'-biphenyl C(=C)C=1C=C(C=CC1)C1=CC(=CC=C1)C=C